N1N=CC(=C1)C=1C=C2C(=NC=NC2=CC1)C1=CC=C(C=C1)N1CCN(CC1)C(C)=O 1-(4-(4-(6-(1H-pyrazol-4-yl)quinazolin-4-yl)phenyl)piperazin-1-yl)ethan-1-one